4-(4-bromo-2-methylphenyl)-3-((tetrahydro-2H-pyran-2-yl)methyl)oxazolidin-2-one BrC1=CC(=C(C=C1)C1N(C(OC1)=O)CC1OCCCC1)C